(3R)-1-[(2-{1-[(4-Iodophenyl)methyl]-1H-indol-2-yl}-1-methyl-1H-benzimidazol-5-yl)carbonyl]-3-piperidinamin IC1=CC=C(C=C1)CN1C(=CC2=CC=CC=C12)C1=NC2=C(N1C)C=CC(=C2)C(=O)N2C[C@@H](CCC2)N